tert-Butyl (1-(2-((tert-butyldimethylsilyl)oxy)ethyl)-2-oxopyrrolidin-3-yl)carbamate [Si](C)(C)(C(C)(C)C)OCCN1C(C(CC1)NC(OC(C)(C)C)=O)=O